5'-O-(tert-butyldimethylsilyl)-N2-[(dimethylamino)methylene]-3'-O-(2-nitrobenzyl)-2'-deoxyguanosine [Si](C)(C)(C(C)(C)C)OC[C@@H]1[C@H](C[C@@H](O1)N1C=NC=2C(=O)NC(N=CN(C)C)=NC12)OCC1=C(C=CC=C1)[N+](=O)[O-]